N1C=NC=C1C[C@@H](C(COC1=C(C(=CC(=C1F)F)F)F)=O)NC([C@H](CC(C)C)NC(C(=O)NC1=C(C=CC=C1)F)=O)=O N1-((S)-1-(((S)-1-(1H-imidazol-5-yl)-3-oxo-4-(2,3,5,6-tetrafluorophenoxy)butan-2-yl)amino)-4-methyl-1-oxopentan-2-yl)-N2-(2-fluorophenyl)oxalamide